3-((R)-3-butyl-7-fluoro-2-methyl-1,1-dioxido-5-phenyl-2,3,4,5-tetrahydrobenzo[f][1,2,5]thiadiazepin-8-yl)-4-(1-hydroxyethyl)benzoic acid C(CCC)[C@H]1N(S(C2=C(N(C1)C1=CC=CC=C1)C=C(C(=C2)C=2C=C(C(=O)O)C=CC2C(C)O)F)(=O)=O)C